(S)-1-(3-aminopiperidin-1-yl)-4-cyano-7-methoxyisoquinoline-6-carboxamide N[C@@H]1CN(CCC1)C1=NC=C(C2=CC(=C(C=C12)OC)C(=O)N)C#N